(3R,4R)-4-(4-Chloro-2-(5-fluoropyridin-2-yl)-1H-imidazol-5-yl)-N-(2-hydroxyethyl)-3-methylpiperidine-1-sulfonamide ClC=1N=C(NC1[C@H]1[C@H](CN(CC1)S(=O)(=O)NCCO)C)C1=NC=C(C=C1)F